N1CCCCC1 hexahydropyridin